C1CC12CCN(CC2)C2=NC1=CC=CC=C1C(=C2B(O)O)C [2-(6-azaspiro[2.5]oct-6-yl)-4-methyl-3-quinolinyl]boronic acid